O=C1CCC=2C(=CC=NC2N1)OC=1C=C2CCCOC2=CC1 6-[(7-oxo-6,8-dihydro-5H-1,8-naphthyridin-4-yl)oxy]chromane